BrC1=C(C=C(C=C1)C=1C=CC=2N(N1)C=C(N2)C)OCOC 6-(4-bromo-3-(methoxymethoxy)phenyl)-2-methylimidazo[1,2-B]pyridazine